tert-butyl 7-((3-cyano-5-fluorophenyl) sulfonamido)-3-(difluoromethyl)-4-methyl-1H-indole-1-carboxylate C(#N)C=1C=C(C=C(C1)F)S(=O)(=O)NC=1C=CC(=C2C(=CN(C12)C(=O)OC(C)(C)C)C(F)F)C